C(#N)C1=CC(=CC=2N=C(OC21)C=2C=NC=C(C2C)C2=C(C(=CC=C2)NC(=O)C=2SC=1CN(CCC1N2)C)C)CN2CC(CC2)C(=O)O ((7-cyano-2-(4-methyl-5-(2-methyl-3-(5-methyl-4,5,6,7-tetrahydrothiazolo[5,4-c]pyridine-2-carboxamido)phenyl)pyridin-3-yl)benzo[d]oxazol-5-yl)methyl)pyrrolidine-3-carboxylic acid